(2S,5R)-7-oxo-2-(N-((2-(piperazin-1-yl) ethyl) sulfonyl) carbamimidoyl)-1,6-diazabicyclo[3.2.1]octan-6-yl hydrogen sulfate S(=O)(=O)(ON1[C@@H]2CC[C@H](N(C1=O)C2)C(NS(=O)(=O)CCN2CCNCC2)=N)O